(Z)-3-(5-(3-(2-(2-(4-(1-(4-hydroxyphenyl)-2-phenylbut-1-en-1-yl)phenoxy)ethoxy)ethoxy)propoxy)-1-oxoisoindolin-2-yl)piperidine-2,6-dione OC1=CC=C(C=C1)/C(=C(\CC)/C1=CC=CC=C1)/C1=CC=C(OCCOCCOCCCOC=2C=C3CN(C(C3=CC2)=O)C2C(NC(CC2)=O)=O)C=C1